BrC=1C=C(C(=NC1)OC1CCN(CC1)S(=O)(=O)C)S(=O)(=O)C 5-bromo-3-(methylsulfonyl)-2-((1-(methylsulfonyl)piperidin-4-yl)oxy)pyridine